4-(2-methyl-2H-1,2,3-triazol-4-yl)-N-(4-(1-(2,2,2-trifluoroethyl)-1H-pyrazol-4-yl)quinolin-8-yl)benzamide CN1N=CC(=N1)C1=CC=C(C(=O)NC=2C=CC=C3C(=CC=NC23)C=2C=NN(C2)CC(F)(F)F)C=C1